methyl 4-(4-amino-6-(2-((tert-butyldimethylsilyl)ethynyl)-4-methylpyrimidin-5-yl)-7-methyl-7H-pyrrolo[2,3-d]pyrimidin-5-yl)benzoate NC=1C2=C(N=CN1)N(C(=C2C2=CC=C(C(=O)OC)C=C2)C=2C(=NC(=NC2)C#C[Si](C)(C)C(C)(C)C)C)C